[Na].N(C(=O)C)C1=CC=C(O)C=C1 paracetamol sodium salt